2-[2-(2-methyl-1,2,3-triazol-4-yl)pyrimidin-4-yl]-1H,5H,6H,7H-pyrrolo[3,2-c]Pyridin-4-one CN1N=CC(=N1)C1=NC=CC(=N1)C1=CC=2C(NCCC2N1)=O